FC=1C=CC(=NC1C(C)(C)O)N1N(C(C=2C1=NC(=NC2)NC=2C=C1CCNCC1=CC2)=O)C(C)C 1-(5-fluoro-6-(2-hydroxypropan-2-yl)pyridin-2-yl)-2-isopropyl-6-((1,2,3,4-tetrahydroisoquinolin-6-yl)amino)-1,2-dihydro-3H-pyrazolo[3,4-d]pyrimidin-3-one